C(=CC)[Si](OC)(C)C propenyl-dimethylmethoxysilane